BrC=1N=C2C(=NC1)N(C=C2I)S(=O)(=O)CC2=CC=CC=C2 2-bromo-7-iodo-5-toluenesulfonyl-5H-pyrrolo[2,3-b]pyrazine